ethyl 5-(2-fluoro-3-chlorobenzyl)-4H-1,2,4-triazole-3-carboxylate FC1=C(CC=2NC(=NN2)C(=O)OCC)C=CC=C1Cl